N[C@@H](CCCNC(N)=N)C(=O)O (P)-arginine